C(C1CO1)OCC[Si](OCCC)(OCCC)OCCC β-Glycidoxyethyltripropoxysilan